sulfonium hexafluoroantimonate F[Sb-](F)(F)(F)(F)F.[SH3+]